2-amino-9-hydroxymethyl-3-oxo-3H-phenoxazine-1-carboxylic acid-2-fluoroethyl ester FCCOC(=O)C1=C(C(C=C2OC3=CC=CC(=C3N=C12)CO)=O)N